(1-methyl-2-phenyl-1H-imidazo[4,5-b]pyrazin-6-yl)(3-(((2-(trifluoromethyl)pyridin-3-yl)oxy)methyl)piperidin-1-yl)methanone CN1C(=NC=2C1=NC(=CN2)C(=O)N2CC(CCC2)COC=2C(=NC=CC2)C(F)(F)F)C2=CC=CC=C2